FC(OC1=C(N)C=CC(=C1)N1CCCC1)F 2-(difluoromethoxy)-4-(pyrrolidin-1-yl)aniline